(R)-6-(1-(1-(4-hydroxybenzyl)-2-oxopyrrolidin-3-yl)piperidin-4-yl)benzo[d]oxazol-2(3H)-one OC1=CC=C(CN2C([C@@H](CC2)N2CCC(CC2)C2=CC3=C(NC(O3)=O)C=C2)=O)C=C1